2-(3-(piperidin-1-yl)phenyl)acetamide N1(CCCCC1)C=1C=C(C=CC1)CC(=O)N